NC=1N=CC(=NC1CO)C1=CCC(CC1)NC(OC(C)(C)C)=O tert-butyl (4-(5-amino-6-(hydroxymethyl)pyrazin-2-yl)cyclohex-3-en-1-yl)carbamate